Cl.NC(CO)(CO)CCC1=CC=C(C=C1)CCCCCCCC 2-amino-2-[2-(4-octylphenyl)ethyl]1,3-propanediol hydrochloride